N1[C@@H](CCC1)CO (S)-2-pyrrolidinemethanol